(1S,3'R,4'S,5'S,6'R)-6'-methyl-6-(4-ethyloxyl-benzyl)-5-bromo-3',4',5',6'-tetrahydro-3H-spiro[isobenzofuran-1,2'-pyran]-3',4',5'-triol C[C@@H]1[C@H]([C@@H]([C@H]([C@]2(O1)OCC1=CC(=C(C=C12)CC1=CC=C(C=C1)OCC)Br)O)O)O